Cl.N[C@@H](C(=O)N[C@@H](CCCC1=CC=CC=C1)B1OC(C(O1)(C)C)(C)C)CCOC (R)-2-amino-4-methoxy-N-((R)-4-phenyl-1-(4,4,5,5-tetramethyl-1,3,2-dioxaborolan-2-yl)butyl)butanamide hydrochloride